COC=1C=C2C(=NC(=NC2=CC1)C)SCC(=O)C1=CC=C(S1)CN(C(=O)N1CCN(CC1)C)C1=CC=CC=C1 N-((5-(2-((6-methoxy-2-methylquinazolin-4-yl)thio)acetyl)thiophen-2-yl)methyl)-4-methyl-N-phenylpiperazine-1-carboxamide